ClC1=NC(=CC(=C1F)C=O)C(F)(F)F 2-chloro-3-fluoro-6-(trifluoromethyl)pyridine-4-carbaldehyde